C(C)(C)(C)OC(=O)NC[C@@H](CC)OC=1C(=CC2=C(C=CC=C2C1)Cl)C(=O)OC methyl (R)-3-((1-((tertbutoxycarbonyl)amino)butan-2-yl)oxy)-8-chloro-2-naphthoate